((4-(6-(2-(Benzylamino)-2-oxoethyl)pyridin-3-yl)phenoxy)methyl)-N-hydroxynicotinamide C(C1=CC=CC=C1)NC(CC1=CC=C(C=N1)C1=CC=C(OCC2=C(C(=O)NO)C=CC=N2)C=C1)=O